FC(C=1C(=C(C=CC1)C(C)NC1=NC(=NC2=CC(=CC=C12)NC(C)C)C)F)F N4-(1-(3-(difluoromethyl)-2-fluorophenyl)ethyl)-N7-Isopropyl-2-methyl-quinazoline-4,7-diamine